tert-butyl-3,4-dihydroquinoxalin-1(2H)-carboxylate C(C)(C)(C)OC(=O)N1CCNC2=CC=CC=C12